C1(CCCCC1)N1CC2=CC=CC=C2C(=N1)C1=CC(=CC=C1)S(=O)(=O)C 2-cyclohexyl-4-(3-(methylsulfonyl)phenyl)phthalazin